2-(7-bromo-5-chloro-1-(oxetan-3-yl)-1H-pyrazolo[4,3-b]pyridin-3-yl)isoindoline-1,3-dione BrC1=C2C(=NC(=C1)Cl)C(=NN2C2COC2)N2C(C1=CC=CC=C1C2=O)=O